FC1=C(C=CC(=C1)C1=NC=2C=NC(=NC2N(C1=O)C(C)C)SC)NS(=O)(=O)CC1=CC=CC=C1 N-(2-fluoro-4-(8-isopropyl-2-(methylthio)-7-oxo-7,8-dihydropteridin-6-yl)phenyl)-1-phenylmethanesulfonamide